O=C1[C@@H](C[C@H]2CN(C[C@H]21)C(=O)OCC2=CC=CC=C2)CCCB2OC(C(O2)(C)C)(C)C |&1:2| rac-benzyl (3aS,6aR)-4-oxo-5-(3-(4,4,5,5-tetramethyl-1,3,2-dioxaborolan-2-yl)propyl)hexahydrocyclopenta[c]pyrrole-2(1H)-carboxylate